[4,4'-bipiperidin]-1-carboxylic acid tert-butyl ester C(C)(C)(C)OC(=O)N1CCC(CC1)C1CCNCC1